7-((5-(4-hydroxypiperidin-1-yl)pyridin-2-yl)amino)-4-(3-methylthieno[3,2-b]pyridin-7-yl)isoindolin-1-one OC1CCN(CC1)C=1C=CC(=NC1)NC=1C=CC(=C2CNC(C12)=O)C1=C2C(=NC=C1)C(=CS2)C